N1=CC=CC2=CC=C3C=CC=NC3=C12.[Pd+2] palladium(II) phenanthroline